(E)-7-(3,5-bis(methoxymethoxy)phenyl)-7-methyl-6-phenyloct-5-en-1-ol COCOC=1C=C(C=C(C1)OCOC)C(/C(=C/CCCCO)/C1=CC=CC=C1)(C)C